C(C)OCCN(CC[C@@H](C(=O)O)NC1=NC(=NC=C1)C(F)(F)F)CCCCC1=NC=2NCCCC2C=C1 (S)-4-((2-ethoxyethyl)(4-(5,6,7,8-tetrahydro-1,8-naphthyridin-2-yl)butyl)amino)-2-((2-(trifluoromethyl)pyrimidin-4-yl)amino)butanoic acid